BrC1=CC=2N=C(NC(C2S1)=O)[C@@H]1N(CC[C@H]1C1=CC=CC=C1)C(=O)OC(C)(C)C |o1:11,15| tert-butyl (2R*,3S*)-2-(6-bromo-4-oxo-3,4-dihydrothieno[3,2-d]pyrimidin-2-yl)-3-phenylpyrrolidine-1-carboxylate